2-[5-chloro-2-[(6-chloro-2-pyridinyl)oxymethyl]-3-fluoro-phenyl]ethanol ClC=1C=C(C(=C(C1)CCO)COC1=NC(=CC=C1)Cl)F